(4-ethoxyphenoxy)acetophenone C(C)OC1=CC=C(OCC(=O)C2=CC=CC=C2)C=C1